2,3,4,5,6,7,8,9,11,12,14,15,16,17-tetradecahydro-1H-cyclopenta[a]phenanthren C1CCCC2CCC3C4CCCC4CCC3C12